BrC=1C(=C2C=NC(=NN2C1C(C)C)N[C@H]1[C@@H](CN(CC1)S(=O)(=O)C1CC1)F)F 6-bromo-N-((3R,4R)-1-(cyclopropylsulfonyl)-3-fluoropiperidin-4-yl)-5-fluoro-7-isopropylpyrrolo[2,1-f][1,2,4]triazin-2-amine